5-fluoro-6-(2-methoxyethoxy)-3-{3-[4-(4-methyl-1,4-diazepan-1-yl)phenyl]-1,2-oxazol-5-yl}-1H-indazole FC=1C=C2C(=NNC2=CC1OCCOC)C1=CC(=NO1)C1=CC=C(C=C1)N1CCN(CCC1)C